2-bromo-4-((4-chlorobenzyl)oxy)benzaldehyde BrC1=C(C=O)C=CC(=C1)OCC1=CC=C(C=C1)Cl